C(C)OC(=O)C1=NC=2CCCC(C2C=C1)=O oxo-5,6,7,8-tetrahydro-quinoline-2-carboxylic acid ethyl ester